trimethylolethane tris(3-mercapto butyrate) SC(CC(=O)O)C.SC(CC(=O)O)C.SC(CC(=O)O)C.C(O)C(C)(CO)CO